Z-Butyl nitrite N(=O)OCCCC